5-(1-Benzyl-1H-pyrazol-4-yl)-1,6-dimethyl-1H-pyridin-2-one C(C1=CC=CC=C1)N1N=CC(=C1)C=1C=CC(N(C1C)C)=O